tert-butyl 2-(3-bromobenzyl)-3-(methylsulfonamido)pyrrolidine-1-carboxylate BrC=1C=C(CC2N(CCC2NS(=O)(=O)C)C(=O)OC(C)(C)C)C=CC1